[Si](C)(C)(C(C)(C)C)OC1C(CC2=C(C=C(C=C12)NC([C@@H](C)N(C)C)=O)F)CO (2R)-N-[3-[tert-butyl(dimethyl)silyl]oxy-7-fluoro-2-(hydroxymethyl)indan-5-yl]-2-(dimethylamino)propanamide